COCCN1C[C@H]([C@@H](C1)C1=CN=CO1)NC(=O)NC1=C2C(=NN1C1=CC=CC=C1)CCC2 1-(trans-1-(2-methoxyethyl)-4-(oxazol-5-yl)pyrrolidin-3-yl)-3-(2-phenyl-2,4,5,6-tetrahydrocyclopenta[c]pyrazol-3-yl)urea